3-(3-chloro-4-isocyanatophenyl)-1-((5-cyano-1H-pyrazol-3-yl)methyl)-1-(2-methoxypyrimidin-5-yl)urea ClC=1C=C(C=CC1N=C=O)NC(N(C=1C=NC(=NC1)OC)CC1=NNC(=C1)C#N)=O